1-(3-(5-(5-((R)-1-(3,5-dimethylpyridazin-4-yl)ethoxy)-1H-indazol-3-yl)-3-methoxypyridin-2-yl)-3,6-diazabicyclo[3.1.1]heptan-6-yl)-2-methylpropan-2-ol CC=1N=NC=C(C1[C@@H](C)OC=1C=C2C(=NNC2=CC1)C=1C=C(C(=NC1)N1CC2N(C(C1)C2)CC(C)(O)C)OC)C